6-[3-(2-methyl-pyridin-4-yl)-propoxy]-2-thieno[2,3-c]pyridin-5-yl-3H-quinazolin-4-one CC1=NC=CC(=C1)CCCOC=1C=C2C(NC(=NC2=CC1)C=1C=C2C(=CN1)SC=C2)=O